5-(1-tert-butoxycarbonyl-4-piperidyl)-2-methoxy-quinazoline-8-carboxylic acid C(C)(C)(C)OC(=O)N1CCC(CC1)C1=C2C=NC(=NC2=C(C=C1)C(=O)O)OC